[18F]CCCC=1C=C(C(=C(C(=O)NC[C@H]2N(CCC2)CC=C)C1)OC)OC 5-[3-(18F)fluoropropyl]-2,3-dimethoxy-N-{[(2S)-1-(prop-2-en-1-yl)pyrrolidin-2-yl]methyl}benzamide